C(C1=CC=CC=C1)N1C[C@]2(CC[C@@H](C1)N2C(=O)OC(C)(C)C)F |r| rac-tert-butyl (1S,5S)-3-benzyl-1-fluoro-3,8-diazabicyclo[3.2.1]octane-8-carboxylate